3-(3-([1,1'-biphenyl]-3-yl)-1H-1,2,4-triazol-5-yl)-4-methylpyrrolidine-1-carbonitrile C1(=CC(=CC=C1)C1=NNC(=N1)C1CN(CC1C)C#N)C1=CC=CC=C1